OC1=C2C(C=C(OC2=CC(=C1OC)OC)C1=CC=C(C=C1)OC)=O 5-hydroxy-6,7,4'-trimethyloxyl-flavone